ClC1=CC(=C(COC2=NC=CC(=N2)C2=C(C=C(CC3=NC4=C(N3C[C@H]3OCC3)C=C(C=C4)C(=O)O)C=C2)F)C=C1)F (S)-2-(4-(2-((4-chloro-2-fluorobenzyl)oxy)pyrimidin-4-yl)-3-fluorobenzyl)-1-(oxetan-2-ylmethyl)-1H-benzo[d]imidazole-6-carboxylic acid